N-(5-cyclopropyl-2-nitrophenyl)-N-methylmethanesulfonamide C1(CC1)C=1C=CC(=C(C1)N(S(=O)(=O)C)C)[N+](=O)[O-]